1-(3-(4-((5-chloro-6-methoxypyridin-3-yl)amino)quinazolin-6-yl)-3-methylazetidin-1-yl)prop-2-en-1-one ClC=1C=C(C=NC1OC)NC1=NC=NC2=CC=C(C=C12)C1(CN(C1)C(C=C)=O)C